3-((benzyloxy)methyl)-4-ethyl-1-(7-fluoro-4-isopropyl-2-(piperidin-1-yl)quinolin-6-yl)-1H-1,2,4-triazol-5(4H)-one C(C1=CC=CC=C1)OCC1=NN(C(N1CC)=O)C=1C=C2C(=CC(=NC2=CC1F)N1CCCCC1)C(C)C